6-isothiocyanato-2-hexanol N(=C=S)CCCCC(C)O